(1R)-1-[3-[tert-butyl(dimethyl)silyl]oxy-4-methoxy-phenyl]ethanamine [Si](C)(C)(C(C)(C)C)OC=1C=C(C=CC1OC)[C@@H](C)N